(S)-N-((S)-1-(5-(2,4-Difluorophenyl)-1H-imidazol-2-yl)ethyl)-4-((S)-2-methylpiperidin-1-yl)-4-oxo((phenylmethyl)sulfonamido)butanamide FC1=C(C=CC(=C1)F)C1=CN=C(N1)[C@H](C)NC([C@H](CC(=O)N1[C@H](CCCC1)C)NS(=O)(=O)CC1=CC=CC=C1)=O